1-[4-(cyanomethyl)-1-(2,2,2-trifluoroethyl)-4-piperidyl]-3-(spiro[2.2]pentane-2-carbonylamino)pyrazole-4-carboxamide C(#N)CC1(CCN(CC1)CC(F)(F)F)N1N=C(C(=C1)C(=O)N)NC(=O)C1CC12CC2